ONC(C1=CC=C(C=C1)NC(CC1=CNC2=CC=C(C=C12)C1=CC=C(C=C1)CCC)=O)=O N-hydroxy-4-(2-(5-(4-propylphenyl)-1H-indol-3-yl)acetamido)benzamide